5-ethyl-4-(2-(((4aS,7aR)-1-ethyloctahydro-4aH-cyclopenta[b]pyridin-4a-yl)methoxy)-8-fluoro-4-(1,4-oxazepan-4-yl)pyrido[4,3-d]pyrimidin-7-yl)-6-fluoronaphthalen-2-ol C(C)C1=C2C(=CC(=CC2=CC=C1F)O)C1=C(C=2N=C(N=C(C2C=N1)N1CCOCCC1)OC[C@]12[C@H](N(CCC1)CC)CCC2)F